N[C@@H](CCCCCC(=O)C=1OC=CN1)C=1NC(=CN1)C1=NC=C(N=C1)C1CC1 (7S)-7-amino-7-[5-(5-cyclopropylpyrazin-2-yl)-1H-imidazol-2-yl]-1-(1,3-oxazol-2-yl)heptan-1-one